6-methyl-3-methylthiopyridine CC1=CC=C(C=N1)SC